tert-Butyl (S)-4-(7-chloro-1-(2-isopropylphenyl)-6-methyl-2-oxo-1,2-dihydropyrido[2,3-d]pyrimidin-4-yl)-3-methylpiperazine-1-carboxylate ClC=1C(=CC2=C(N(C(N=C2N2[C@H](CN(CC2)C(=O)OC(C)(C)C)C)=O)C2=C(C=CC=C2)C(C)C)N1)C